1-(3-fluoro-4-methoxyphenyl)piperidin-2-one butyl-((trans)-4-(((1S,2R)-2-(3'-(trifluoromethyl)-[1,1'-biphenyl]-4-yl)cyclopropyl)amino)cyclohexyl)carbamate C(CCC)N(C(O)=O)[C@@H]1CC[C@H](CC1)N[C@@H]1[C@H](C1)C1=CC=C(C=C1)C1=CC(=CC=C1)C(F)(F)F.FC=1C=C(C=CC1OC)N1C(CCCC1)=O